3-((3-chlorophenyl)ethynyl)-1H-pyrazolo[3,4-b]pyridine ClC=1C=C(C=CC1)C#CC1=NNC2=NC=CC=C21